FC1=C(C(=C(C=C1OC)OC)F)C1=CC2=C(N=C(N=C2)C=2C=NN(C2)C)C(=N1)N1CCOCC1 4-(6-(2,6-difluoro-3,5-dimethoxyphenyl)-2-(1-methyl-1H-pyrazol-4-yl)pyrido[3,4-d]pyrimidin-8-yl)morpholine